C(C)(C)(C)C=1N=CC(=NC1)N 5-(tert-butyl)pyrazin-2-amine